O[C@@](CN1N=CC(=C1)C#N)(C)[C@H]1C[C@H]([C@H]2[C@@H]3CC[C@@H]4C[C@](CC[C@@H]4[C@H]3CC[C@]12C)(C)O)C 1-((S)-2-hydroxy-2-((3R,5R,8R,9R,10S,13S,14S,15R,17S)-3-hydroxy-3,13,15-trimethylhexadecahydro-1H-cyclopenta[a]phenanthren-17-yl)propyl)-1H-pyrazole-4-carbonitrile